2-amino-2-cyclohexyl-ethanol NC(CO)C1CCCCC1